C(C)OC(CCN(S(=O)(=O)C1=CC=C(C)C=C1)CC1=CC(=CC=C1)Br)=O 3-[(3-bromo-benzyl)-(toluene-4-sulfonyl)-amino]-propionic Acid Ethyl Ester